NC1=CC=C(C=C1)C1=C(C(=C2C=C1C(=O)NC2=O)C2=CC=C(C=C2)N)C(C)(C)C bis(4-aminophenyl)-5-tert-butylisophthalimide